C(CCCC)OC(CCCCCCCBr)=O.NCCN(C=1C=CC(=C(C(=O)NC2(CC2)C2=CC=CC3=CC=CC=C23)C1)C)C 5-((2-aminoethyl)(methyl)amino)-2-methyl-N-(1-(naphthalen-1-yl)cyclopropyl)benzamide Amyl-8-bromooctanoate